N2-(1-hydroxy-3-methyl-3H-2,1-benzoxaborole-5-yl)-5-methyl-N4-phenyl-pyrimidine-2,4-diamine OB1OC(C2=C1C=CC(=C2)NC2=NC=C(C(=N2)NC2=CC=CC=C2)C)C